Boc-2-methyl-D-phenylalanine C(=O)(OC(C)(C)C)N[C@H](CC1=C(C=CC=C1)C)C(=O)O